sodium undecane CCCCCCCCCCC.[Na]